P(O)(=O)(OP(=O)(O)OP(=O)(O)O)OC[C@@H]1[C@H](C([C@@](O1)(N1C(=O)NC(=O)C(C)=C1)C1=CC=CC=C1)(C(C)(C)C)C(C)(C)C)O di-tert-butylphenyl-deoxythymidine triphosphate